pentyltrimethoxysilane C(CCCC)[Si](OC)(OC)OC